C(C)(C)(C)OC(=O)N1CC2(C1)CN(C2)CC2=CC=C(C=C2)C=2C=C(C1=C(N(C(=N1)C1=CC=C(C=C1)S(=O)(=O)C)C)C2)C.O(C2=CC=CC=C2)C2=CC=C(C=C)C=C2 p-phenoxystyrene tert-butyl-6-(4-(1,4-dimethyl-2-(4-(methylsulfonyl)phenyl)-1H-benzo[d]imidazol-6-yl)benzyl)-2,6-diazaspiro[3.3]heptane-2-carboxylate